tert-butyl (1-(2,6-dimethoxyphenyl)-2-(6-ethoxypyridin-2-yl)-1H-imidazo[4,5-b]pyrazin-5-yl)carbamate COC1=C(C(=CC=C1)OC)N1C(=NC=2C1=NC=C(N2)NC(OC(C)(C)C)=O)C2=NC(=CC=C2)OCC